tert-butyl (2S,6R)-4-(3-(((S)-1-(3,5-dimethoxyphenyl)ethyl)carbamoyl)-8-methoxy-6-methyl-1,7-naphthyridin-4-yl)-2,6-dimethylpiperazine-1-carboxylate COC=1C=C(C=C(C1)OC)[C@H](C)NC(=O)C=1C=NC2=C(N=C(C=C2C1N1C[C@@H](N([C@@H](C1)C)C(=O)OC(C)(C)C)C)C)OC